6-(aminomethyl)hexahydrofuro[3,2-b]furan-3-ol NCC1COC2C1OCC2O